Cl.CC(C)C(CC1O[C@H]2C[C@H]3[C@@H]4CCC5CCCC[C@]5(C)[C@H]4CC[C@]3(C)[C@H]2[C@@H]1C)=O furostanone hydrochloride